(2S,3S,4S,5S)-5-(3-benzoyl-1-methyl-2,4-dioxo-1,2,3,4-tetrahydropyrimidin-5-yl)-3-((tert-butyldimethylsilyl)oxy)-4-methoxytetrahydrofuran-2-carbaldehyde C(C1=CC=CC=C1)(=O)N1C(N(C=C(C1=O)[C@H]1[C@@H]([C@@H]([C@H](O1)C=O)O[Si](C)(C)C(C)(C)C)OC)C)=O